(2,2-Bis(4-aminophenyl)propane) Bis(4-aminophenyl)terephthalate methyl-3-(2-thiophenyl)-butyrate COC(CC(C)C=1SC=CC1)=O.NC1=CC=C(C=C1)OC(C1=CC=C(C(=O)OC2=CC=C(C=C2)N)C=C1)=O.NC1=CC=C(C=C1)C(C)(C)C1=CC=C(C=C1)N